Cl.Cl.C1(CCC1)C(CN)N cyclobutylethane-1,2-diamine dihydrochloride